1,4-bis(3-aminophenoxy)butane NC=1C=C(OCCCCOC2=CC(=CC=C2)N)C=CC1